6-(PIPERIDIN-4-YLOXY)NICOTINALDEHYDE N1CCC(CC1)OC1=NC=C(C=O)C=C1